(2S,3R)-2-amino-6-borono-3-(guanidinomethyl)hexanoic acid dihydrochloride Cl.Cl.N[C@H](C(=O)O)[C@H](CCCB(O)O)CNC(=N)N